CN1N=C(C=CC1=O)C(=O)NC1=NC=C(C=C1)CC1=CC=C(C=C1)C(F)(F)F 1-methyl-6-oxo-N-(5-(4-(trifluoromethyl)benzyl)pyridin-2-yl)-1,6-dihydropyridazine-3-carboxamide